(R)-2-(3-(4-amino-3-(2-fluoro-6-phenoxypyridin-3-yl)-1H-pyrazolo[3,4-d]pyrimidin-1-yl)piperidine-1-carbonyl)-5,5-dimethylhex-2-enenitrile NC1=C2C(=NC=N1)N(N=C2C=2C(=NC(=CC2)OC2=CC=CC=C2)F)[C@H]2CN(CCC2)C(=O)C(C#N)=CCC(C)(C)C